[Si](=O)=O.[Cr].[V] vanadium-chromium silicon dioxide